3-methoxy-2-bromobenzaldehyde COC=1C(=C(C=O)C=CC1)Br